methyl (R)-2-(1,1-dioxidothiomorpholino)-3-hydroxypropanoate O=S1(CCN(CC1)[C@@H](C(=O)OC)CO)=O